1-[1-(butoxy)octyl]tolyltriazole C(CCC)OC(CCCCCCC)C1(C(C=CC=C1)C=1N=NNC1)C